3-(4,6-diphenyl-1,3,5-triazin-2-yl)-9H-carbazole C1(=CC=CC=C1)C1=NC(=NC(=N1)C1=CC=CC=C1)C=1C=CC=2NC3=CC=CC=C3C2C1